C(C)(C)C=1C=NC=C(C1NC(=O)NS(=O)(=O)C=1C=NN2C1OCCC2)C(C)C N-((3,5-diisopropylpyridin-4-yl)carbamoyl)-6,7-dihydro-5H-pyrazolo[5,1-b][1,3]oxazine-3-sulfonamide